FC(S(=O)(=O)OC=1C2=C(N=CN1)CCOC2)(F)F 7,8-dihydro-5H-pyrano[4,3-d]pyrimidin-4-yl trifluoromethanesulfonate